(S)-2-((((9H-fluoren-9-yl)methoxy)carbonyl)amino)-3-(4-(benzo[d]oxazol-5-yl)phenyl)propanoic acid C1=CC=CC=2C3=CC=CC=C3C(C12)COC(=O)N[C@H](C(=O)O)CC1=CC=C(C=C1)C=1C=CC2=C(N=CO2)C1